(S)-6-((1-propenoylpyrrol-3-yl)amino)-4-(4-phenoxyphenyl)isoindolin-1-one ETHYLACETATE (ethyl-acetate) C(C)CC(=O)O.C(C)OC(C)=O.C(C=C)(=O)N1C=C(C=C1)NC1=CC(=C2CNC(C2=C1)=O)C1=CC=C(C=C1)OC1=CC=CC=C1